N-(3,4-difluorobenzyl)-2,2-dimethylbutyramide FC=1C=C(CNC(C(CC)(C)C)=O)C=CC1F